2-(1-phenylazetidin-3-yl)ethanone C1(=CC=CC=C1)N1CC(C1)CC=O